C(#N)C=1C=CC(=C(C1)NC1=C(C(=O)NC=2C(=NC(=CC2)OC)C)C=C(C=C1)C(F)(F)F)C 2-((5-cyano-2-methylphenyl)-amino)-N-(6-methoxy-2-methylpyridin-3-yl)-5-(trifluoromethyl)-benzamide